5-bromo-2-methylpyrazole-3-carbohydrazide BrC=1C=C(N(N1)C)C(=O)NN